1-((2r,4s)-4-(4-amino-3-((1-ethyl-1H-benzo[d]imidazol-5-yl)ethynyl)-1H-pyrazolo[4,3-c]pyridin-1-yl)-2-(methoxymethyl)pyrrolidin-1-yl)prop-2-en-1-one formate C(=O)O.NC1=NC=CC2=C1C(=NN2[C@H]2C[C@@H](N(C2)C(C=C)=O)COC)C#CC2=CC1=C(N(C=N1)CC)C=C2